(S)-4-(4-(pyrrolidin-3-yloxy)-1H-indazol-6-yl)phenolate hydrochloride Cl.N1C[C@H](CC1)OC1=C2C=NNC2=CC(=C1)C1=CC=C(C=C1)[O-]